ethyl 6-(3,4-dimethylphenyl)-4-oxo-3-(propan-2-yl)-4,5-dihydropyrazolo[1,5-a]pyrazine-2-carboxylate CC=1C=C(C=CC1C)C=1NC(C=2N(C1)N=C(C2C(C)C)C(=O)OCC)=O